3-(5-(((1S,2R)-2-(3-ethoxyazetidin-1-yl)cyclohexyl)(methyl)amino)-1-oxoisoindolin-2-yl)piperidine-2,6-dione C(C)OC1CN(C1)[C@H]1[C@H](CCCC1)N(C=1C=C2CN(C(C2=CC1)=O)C1C(NC(CC1)=O)=O)C